2-Chloro-N-((1s,3s)-3-hydroxy-3-methylcyclobutyl)acetamide ClCC(=O)NC1CC(C1)(C)O